ClC1=C(C=CC=C1C1=NC=CC(=C1Cl)C1=NC(=C(C=C1)CNC[C@H]1NC(CC1)=O)OC)NC(=O)C=1C(N(C(N(C1)C)=O)C)=O (S)-N-(2-Chloro-3-(3'-chloro-6-methoxy-5-((((5-oxopyrrolidin-2-yl)methyl)amino)methyl)-[2,4'-bipyridin]-2'-yl)phenyl)-1,3-dimethyl-2,4-dioxo-1,2,3,4-tetrahydropyrimidine-5-carboxamide